F.[F-].[K+] potassium fluoride hydrofluoric acid salt